C1(=CC=CC=C1)NC(=O)C1CC(CC2=CC=CC=C12)(C(=O)OC)C(=O)OC dimethyl 4-(phenylcarbamoyl)-3,4-dihydronaphthalene-2,2(1H)-dicarboxylate